O1CCN(CC1)C1=CC=C(C=C1)NC1=NC=CC(=N1)OCC12CCC(CC1)(CC2)O 4-(((2-((4-morpholinophenyl)amino)pyrimidin-4-yl)oxy)methyl)bicyclo[2.2.2]octan-1-ol